tetraphenylphosphonium tetra(p-tolyl)borate C1(=CC=C(C=C1)[B-](C1=CC=C(C=C1)C)(C1=CC=C(C=C1)C)C1=CC=C(C=C1)C)C.C1(=CC=CC=C1)[P+](C1=CC=CC=C1)(C1=CC=CC=C1)C1=CC=CC=C1